2-[4-[methyl-[(1R)-1-phenylethyl]amino]phenoxy]pyrido[3,4-d]pyrimidin-4-ol CN(C1=CC=C(OC=2N=C(C3=C(N2)C=NC=C3)O)C=C1)[C@H](C)C1=CC=CC=C1